CN(C1=CC=C(C=N1)C=1C=NC=2CCN(CC2C1)C=1C(=C(C=2N(N1)C(C=C(N2)C)=O)C)C)C 7-(3-(6-(dimethylamino)pyridin-3-yl)-7,8-dihydro-1,6-naphthyridin-6(5H)-yl)-2,8,9-trimethyl-4H-pyrimido[1,2-b]pyridazin-4-one